tert-butyl 9-(((benzyloxy) carbonyl) (methyl) amino)-3-azaspiro[5.5]undecane-3-carboxylate C(C1=CC=CC=C1)OC(=O)N(C1CCC2(CCN(CC2)C(=O)OC(C)(C)C)CC1)C